Br[C@@H](C(=O)O)C (R)-2-bromopropanoic acid